ClC1=CC=C(CN2N=C(N=C2)C(=O)N[C@H]2C(N(C=3N(CC2)N=C(C3)C3CC3)C)=O)C=C1 (R)-1-(4-Chlorobenzyl)-N-(2-cyclopropyl-4-methyl-5-oxo-5,6,7,8-tetrahydro-4H-pyrazolo[1,5-a][1,3]diazepin-6-yl)-1H-1,2,4-triazol-3-carboxamid